2-((4-Ethynylpiperidin-1-yl)methyl)-4-methylquinazoline C(#C)C1CCN(CC1)CC1=NC2=CC=CC=C2C(=N1)C